C1(CC1)C1=CC(=NN1)NC1=NC(=NC2=CC=CC=C12)NC1=CC=C(C(=O)NC)C=C1 4-((4-((5-cyclopropyl-1H-pyrazol-3-yl)amino)quinazolin-2-yl)amino)-N-methylbenzamide